O=C1NC=2CCN(CC2C=C1C(=O)N)C(=O)C1=NN(N=C1)C1=CC=CC=C1 2-oxo-6-(2-phenyl-2H-1,2,3-triazole-4-carbonyl)-1,2,5,6,7,8-hexahydro-1,6-naphthyridine-3-carboxamide